1-propyl-3-methyl-imidazole bromine iodine salt [I].[Br].C(CC)N1CN(C=C1)C